ClCCN1C(=CC=C(C1=O)N1C=NC(=C1)C)C(=O)N[C@H]1CN(CC1)C(=O)OC(C)(C)C tert-butyl (R)-3-(1-(2-chloroethyl)-5-(4-methyl-1H-imidazol-1-yl)-6-oxo-1,6-dihydropyridine-2-carboxamido)pyrrolidine-1-carboxylate